C[Si](CCOCN1N=CC2=C(C1=O)C=CN2)(C)C 5-((2-(trimethylsilyl)ethoxy)methyl)-1,5-dihydro-4H-pyrrolo[2,3-d]pyridazin-4-one